FC=1C=C(C=CC1)[C@H]([C@@H](CCCC)O)O 1-(3-fluorophenyl)-(R,R)-1,2-hexanediol